1-Benzyl 4-(1-tert-butoxycarbonylazetidin-3-yl)piperazine-1-carboxylate C(C)(C)(C)OC(=O)N1CC(C1)N1CCN(CC1)C(=O)OCC1=CC=CC=C1